C(CCCCCCCCCCCCCCC)(=O)C(CCCCCCCCCCCCCCCCC)O hexadecanoyl-octadecanol